(1S,2R,3S,4R,5S)-2,3-dihydroxy-N-methyl-4-(6-(methylamino)-2-(pyrazin-2-ylethynyl)-9H-purin-9-yl)bicyclo[3.1.0]hexane-1-carboxamide O[C@@H]1[C@@]2(C[C@@H]2[C@H]([C@@H]1O)N1C2=NC(=NC(=C2N=C1)NC)C#CC1=NC=CN=C1)C(=O)NC